CC1=CNC2=NC=C(C=C21)C2=NC1=CC=CC=C1C(=C2)[C@H]2NCCC2 (S)-2-(3-methyl-1H-pyrrolo[2,3-b]pyridin-5-yl)-4-(pyrrolidin-2-yl)quinoline